C=1([O-])C([O-])=CC=CC1.C=1([O-])C([O-])=CC=CC1.[PH4+].[PH4+].[PH4+].[PH4+] PHOSPHONIUM DICATECHOLATE